methyl (3-tolyl) disulfide C1(=CC(=CC=C1)SSC)C